(4e,6e)-2,6-dimethyl-2,4,6-octatriene CC(C)=C\C=C\C(=C\C)\C